5-((4-(8-fluoro-7-methyl-[1,2,4]triazolo[1,5-a]pyridin-6-yl)piperidin-1-yl)sulfonyl)-2-methylthiazole FC=1C=2N(C=C(C1C)C1CCN(CC1)S(=O)(=O)C1=CN=C(S1)C)N=CN2